O1C=2N(C3=CC=C1C3)C=C3N(C2)C=C(C=C3)C(=O)N 2,5-Methanopyrido[1',2':4,5]pyrazino[2,1-b][1,3]oxazepine-10-carboxamide